FC=1C=NN(C(C1)=O)CC(=O)OCC ethyl 2-(4-fluoro-6-oxo-pyridazin-1-yl)acetate